NC(C)C=1C=C(C=C2C(N(C(=NC12)N1CCOCC1)CC)=O)C 8-(1-aminoethyl)-3-ethyl-6-methyl-2-morpholinoquinazolin-4(3H)-one